C1(=CC=C(C=C1)N(C=1C=C(C(=CC1)Br)C1=CC=CC=C1)C1=CC=C(C=C1)C1=CC=CC=C1)C1=CC=CC=C1 bis(biphenyl-4-yl)-(6-bromobiphenyl-3-yl)amine